C(C\C=C/CC)OC(CCC#N)OCC\C=C/CC 4,4-bis(((Z)-hex-3-en-1-yl)oxy)butyronitrile